2-((6-fluoro-1H-benzo[d]imidazol-2-yl)(2-hydroxyphenyl)methyl)isoindolin-1-one FC=1C=CC2=C(NC(=N2)C(N2C(C3=CC=CC=C3C2)=O)C2=C(C=CC=C2)O)C1